ClC1=NC=C(C(=N1)C1=CC=CC(=N1)C1(CCC1)O)F 1-(6-(2-chloro-5-fluoropyrimidin-4-yl)pyridin-2-yl)cyclobutan-1-ol